C(C)(C)C1=C(NC2=CN=C(C=C21)N2CCN(CC2)C2COC2)C=2C=C(C=1N(C2)N=CN1)OC 6-(3-isopropyl-5-(4-(oxetan-3-yl)piperazin-1-yl)-1H-pyrrolo[2,3-c]pyridin-2-yl)-8-methoxy-[1,2,4]triazolo[1,5-a]pyridine